2-chloro-4-((3-(difluoromethoxy)phenyl)amino)-5-nitrobenzoic acid methyl ester COC(C1=C(C=C(C(=C1)[N+](=O)[O-])NC1=CC(=CC=C1)OC(F)F)Cl)=O